C(C)(C)C1=C(NC2=CC=C(C=C12)C(=O)N1CC2C(C1)CN(C2)CC(=O)NC)C2=CC(=NC=C2)C 2-(5-(3-isopropyl-2-(2-methylpyridin-4-yl)-1H-indole-5-carbonyl)hexahydropyrrolo[3,4-c]pyrrol-2(1H)-yl)-N-methylacetamide